2-nitro-nonadecanedioic acid [N+](=O)([O-])C(C(=O)O)CCCCCCCCCCCCCCCCC(=O)O